CC1(COC2C(NCCC3=C2C1=CC=C3)=O)C 3,3-Dimethyl-2,3,7,8,9,10a-hexahydro-10H-isochromeno[1,8-cd]azepin-10-one